(S)-3-(4-(3-chlorophenyl)thiophen-2-yl)-3-(3-(4-hydroxy-1-methyl-2-oxo-1,2-dihydropyridin-3-yl)ureido)propionic acid ClC=1C=C(C=CC1)C=1C=C(SC1)[C@H](CC(=O)O)NC(=O)NC=1C(N(C=CC1O)C)=O